2-methoxy-N-(2,3,6-trifluoro-4-((3-(2-(((3S,5S)-5-fluoropiperidin-3-yl)amino)pyrimidin-4-yl)pyridin-2-yl)oxy)phenyl)ethane-1-sulfonamide COCCS(=O)(=O)NC1=C(C(=C(C=C1F)OC1=NC=CC=C1C1=NC(=NC=C1)N[C@@H]1CNC[C@H](C1)F)F)F